NC(C)(C)N di-aminopropane